4-(1,1-dioxidothiomorpholino)-5-methoxy-6-((6-((1R,2S)-5'-methoxy-2'-oxospiro[cyclopropane-1,3'-indolin]-2-yl)-1H-indazol-3-yl)amino)pyrimidine-2-carbonitrile O=S1(CCN(CC1)C1=NC(=NC(=C1OC)NC1=NNC2=CC(=CC=C12)[C@@H]1C[C@@]12C(NC1=CC=C(C=C21)OC)=O)C#N)=O